ClC=1C(=NC=CC1C1=NC(=C(C=C1)CNC1CCOCC1)OC)C=1C(=C(C=CC1)NC(=O)C1=CC=C(C=N1)CN(C(OC(C)(C)C)=O)CCO)C tert-butyl ((6-((3-(3'-chloro-6-methoxy-5-(((tetrahydro-2H-pyran-4-yl)amino)methyl)-[2,4'-bipyridin]-2'-yl)-2-methylphenyl)carbamoyl)pyridin-3-yl)methyl)(2-hydroxyethyl)carbamate